Diisopropylethylamin C(C)(C)N(CC)C(C)C